CC1=C(C(=C(C1[Hf]C1(C=CC2=CC=3CCCC3C=C12)CC(C)C)C)C)C Tetramethylcyclopentadienyl-(1-isobutyl-1,5,6,7-tetrahydro-s-indacenyl)hafnium